CSC1=C(C(=O)O)C=CC(=C1)B1OC(C(O1)(C)C)(C)C 2-(methylthio)-4-(4,4,5,5-tetramethyl-1,3,2-dioxaborolan-2-yl)benzoic Acid